BrC1=C(C(=NC=C1)N)C(=C)C1=CC(=CC=C1)OC(C)C 4-bromo-3-[1-(3-isopropoxyphenyl)vinyl]pyridin-2-amine